[C@@H]12CC[C@@H](C=C1)C2 endo-cis-bicyclo[2.2.1]hept-5-ene